NC1=C(C(=C(C(=C1F)F)F)F)O 2-amino-3,4,5,6-tetrafluorophenol